(1,1-dimethylsilolan-3-yl)-4,6-bis(trifluoromethyl)-1H-indole-2-carboxamide C[Si]1(CC(CC1)N1C(=CC2=C(C=C(C=C12)C(F)(F)F)C(F)(F)F)C(=O)N)C